FC=1C=C(C=CC1OC1=NC(=CC=C1)C)N1C=CC=2N=CN=CC21 5-(3-fluoro-4-((6-methylpyridin-2-yl)oxy)phenyl)-5H-pyrrolo[3,2-d]pyrimidin